4-fluoro-N-(6-(1-methyl-1H-pyrazol-4-yl)isoquinolin-3-yl)-1-(oxetan-3-yl)piperidine-4-carboxamide FC1(CCN(CC1)C1COC1)C(=O)NC=1N=CC2=CC=C(C=C2C1)C=1C=NN(C1)C